N1C=CC2=C(C=CC=C12)C1=NC=2C3=CC(=CN=C3OC2C(=N1)N1CCOCC1)CN1[C@H]2CO[C@@H](C1)C2 4-(1H-Indol-4-yl)-6-(morpholin-4-yl)-12-[(1R,4R)-2-oxa-5-azabicyclo[2.2.1]heptan-5-ylmethyl]-8-oxa-3,5,10-triazatricyclo[7.4.0.02,7]trideca-1(13),2(7),3,5,9,11-hexaene